N-[(1R,3S)-3-{[6-fluoro-2-(trifluoromethyl)quinolin-4-yl]amino}cyclohexyl]-4-(1H-1,2,3,4-tetrazol-1-yl)benzamide FC=1C=C2C(=CC(=NC2=CC1)C(F)(F)F)N[C@@H]1C[C@@H](CCC1)NC(C1=CC=C(C=C1)N1N=NN=C1)=O